(2-chlorophenyl)-4-((2-((4-((4-(2-((3S)-4-(4-(2,6-dioxopiperidin-3-yl)phenyl)-3-methylpiperazin-1-yl)ethyl)piperidin-1-yl)carbamoyl)phenyl)amino)-5-fluoropyrimidin-4-yl)amino)benzamide ClC1=C(C=CC=C1)C1=C(C(=O)N)C=CC(=C1)NC1=NC(=NC=C1F)NC1=CC=C(C=C1)C(NN1CCC(CC1)CCN1C[C@@H](N(CC1)C1=CC=C(C=C1)C1C(NC(CC1)=O)=O)C)=O